3-(4-((1-methylhydrazino)methyl)phenyl)-1-(4-(trifluoromethoxy)phenyl)-1H-1,2,4-triazole hydrochloride Cl.CN(N)CC1=CC=C(C=C1)C1=NN(C=N1)C1=CC=C(C=C1)OC(F)(F)F